(bisAcetoxyiodo)benzene C(C)(=O)OI(OC(C)=O)C1=CC=CC=C1